C(CCCCCCCCCCCCC)(=O)OCCN(C(CN(C)C)=O)CCCCCCCC(=O)OC(CCCCCCCC)CCCCCCCC 2-(2-(dimethylamino)-N-(8-(heptadecan-9-yloxy)-8-oxooctyl)acetamido)ethyl tetradecanoate